3-[5-(7-Aminoheptyl)-3-methyl-2-oxo-1,3-benzodiazol-1-yl]piperidine-2,6-dione hydrochloride Cl.NCCCCCCCC1=CC2=C(N(C(N2C)=O)C2C(NC(CC2)=O)=O)C=C1